C(C)(=O)N1CCC(CC1)(O)C=1C(N(C2=CC(=NC(=C2C1)Cl)C)C)=O 3-(1-acetyl-4-hydroxypiperidin-4-yl)-5-chloro-1,7-dimethyl-2-oxo-1,2-dihydro-1,6-naphthyridin